5-methyl-6-phenyl-1,2,4-triazine-4-oxide CC=1[N+](=CN=NC1C1=CC=CC=C1)[O-]